p-N,N-dimethylaminophenyl-bis-phenylphosphine tert-butyl-(3S)-3-[(tert-butoxycarbonyl)amino]-3-[4-[2-(4-chlorobenzoyl)phenyl]-3-methyl-1,2-oxazol-5-yl]propanoate C(C)(C)(C)OC(C[C@@H](C1=C(C(=NO1)C)C1=C(C=CC=C1)C(C1=CC=C(C=C1)Cl)=O)NC(=O)OC(C)(C)C)=O.CN(C)C1=CC=C(C=C1)P(C1=CC=CC=C1)C1=CC=CC=C1